C(CCCC)[C@@H]1CC[C@H](CC1)C1=CC=C(C=C1)C1=CC=C(C=C1)OC(=O)[C@@H]1CC[C@H](CC1)C(=O)O Trans-4-(((4'-(trans-4-pentylcyclohexyl)-[1,1'-biphenyl]-4-yl)oxy)carbonyl)cyclohexanecarboxylic acid